2-(3,3-dimethylazetidin-1-yl)-N-(6-methyl-5-((1-methyl-6-((1-methyl-1H-pyrazol-4-yl)amino)-1H-pyrazolo[3,4-d]pyrimidin-3-yl)amino)pyridin-3-yl)acetamide CC1(CN(C1)CC(=O)NC=1C=NC(=C(C1)NC1=NN(C2=NC(=NC=C21)NC=2C=NN(C2)C)C)C)C